CC1=NN=C2N1C1=C(C(=N[C@H]2C)C2=CC=C(C=C2)C2=CC=C(C=C2)C(=O)OC)C2=C(S1)CCC2 methyl 4'-[(4S)-1,4-dimethyl-8,9-dihydro-4H,7H-cyclopenta[4,5]thieno[3,2-f][1,2,4]triazolo[4,3-a][1,4]diazepin-6-yl][1,1'-biphenyl]-4-carboxylate